N-(4-(3-amino-7-(1H-pyrazol-3-yl)-1H-pyrazolo[4,3-c]pyridin-4-yl)benzyl)-5-fluoro-2-methoxybenzamide NC1=NNC2=C1C(=NC=C2C2=NNC=C2)C2=CC=C(CNC(C1=C(C=CC(=C1)F)OC)=O)C=C2